5-(2-bromoethoxy)-1-azabenzanthrone BrCCOC1=CC2=CC=NC=3C4=CC=CC=C4C(C(=C1)C32)=O